C(C)(C)(C)OC(=O)N1C(=CC=2C1=NC=C(N2)Br)C2=CC(=C(C=C2)OC)OC 2-bromo-6-(3,4-dimethoxyphenyl)-5H-pyrrolo[2,3-b]Pyrazine-5-carboxylic acid tert-butyl ester